7-(3-methylpiperazin-1-yl)-4H-pyrido[1,2-a][1,3,5]triazin-4-one CC1CN(CCN1)C=1C=CC=2N(C(N=CN2)=O)C1